3,4-Dihydroxyhydrocinnamate OC=1C=C(CCC(=O)[O-])C=CC1O